((2-(cyclopent-2-en-1-yl)ethoxy)methyl)benzene C1(C=CCC1)CCOCC1=CC=CC=C1